1-(4-((4-(3,4-dichloro-2-fluorophenyl)-8-methoxy-4H-pyrido[2,3,4-de]quinazolin-7-yl)oxy)piperidin-1-yl)prop-2-en-1-one ClC=1C(=C(C=CC1Cl)N1C=CC=2C=3C1=NC=NC3C=C(C2OC2CCN(CC2)C(C=C)=O)OC)F